FC(C(=O)[O-])=C.[Ca+2].FC(C(=O)[O-])=C Calcium 2-fluoroacrylate